C(C)OC1=CC=C(N(CCCCCC)CCCCCC)C=C1 4-ethoxy-N,N-dihexylaniline